N-(2-fluoro-4-(1-methyl-1H-pyrazol-4-yl)benzyl)cyclopropanamine FC1=C(CNC2CC2)C=CC(=C1)C=1C=NN(C1)C